FC=1C=C(C=NC1)N1N=C2C=CC(=CC2=C1)[SH2](C(C)C)=N (2-(5-fluoropyridin-3-yl)-2H-indazol-5-yl)(imino)(isopropyl)-lambda6-sulfane